C(C)(C)(C)C(C(=O)OO)CCCCCCCCCC.C(CCCCCCCCCCC)(=O)OOC(C)(C)C tert-butyl peroxylaurate (t-butyl peroxylaurate)